NC1=NC(=C(C(=C1C#N)C1=CC=C(C=C1)OC1COC1)C#N)SCC1=C2C=CNC2=CC=C1 2-amino-6-(1H-indol-4-ylmethylsulfanyl)-4-[4-(oxetan-3-yloxy)phenyl]pyridine-3,5-dicarbonitrile